O1COC2=C1C=CC=C2CN(CC)CC2=CC(=NC=C2)N2CCCCC2 N-(1,3-benzodioxol-4-ylmethyl)-N-[[2-(1-piperidyl)-4-pyridyl]methyl]ethanamin